C1(CC1)C1=CC(=NC=C1)NC(C1=CC(=CC=C1)OC)=O N-(4-cyclopropylpyridin-2-yl)-3-methoxybenzamid